3-cyclopropoxy-2-((1,2,3,4-tetrahydro-9H-carbazol-9-yl)methyl)benzoic acid C1(CC1)OC=1C(=C(C(=O)O)C=CC1)CN1C2=CC=CC=C2C=2CCCCC12